S1C(CCC1)SOSC1SCCC1 tetrahydrothienyl-thiooxide